tert-butyl (R)-(5,5-difluoropiperidin-3-yl)carbamate FC1(C[C@H](CNC1)NC(OC(C)(C)C)=O)F